ClC=1C=C2C(=CC(=NC2=CC1)C(F)(F)F)N[C@@H]1C[C@@H](CCC1)NC(=O)C=1C=NN(C1)C(F)F N-[(1R,3S)-3-{[6-chloro-2-(trifluoromethyl)quinolin-4-yl]amino}cyclohexyl]-1-(difluoromethyl)-1H-pyrazole-4-carboxamide